1-(6-(3-chloro-4-(5-methyl-1H-indazol-4-yl)-2-quinolinyl)-2,6-diazaspiro[3.4]octan-2-yl)-2-propen-1-one ClC=1C(=NC2=CC=CC=C2C1C1=C2C=NNC2=CC=C1C)N1CC2(CN(C2)C(C=C)=O)CC1